2-Chloro-N-{2-[4-(difluoromethyl)-1,3-thiazol-5-yl]-2-{4-[(4-fluoropyridin-2-yl)-oxy]piperidin-1-yl}ethyl}-6-fluorobenzamid ClC1=C(C(=O)NCC(N2CCC(CC2)OC2=NC=CC(=C2)F)C2=C(N=CS2)C(F)F)C(=CC=C1)F